OCC1(CCC1)C(C)=O 1-(1-(hydroxymethyl)cyclobutyl)ethanone